3-cyclopentyl-7,8-dimethyl-2,3,4,5-tetrahydro-1H-benzo[d]azepine-6,9-dione C1(CCCC1)N1CCC2=C(CC1)C(C(=C(C2=O)C)C)=O